(1R,2S)-1-(2-chloro-5-fluorophenyl)-1-(3,6-dimethylpyrazin-2-yl)propan ClC1=C(C=C(C=C1)F)[C@@H](CC)C1=NC(=CN=C1C)C